6-[5-[(1S)-1-amino-6-methoxy-spiro[indan-2,4'-piperidin]-1'-yl]pyrazin-2-yl]sulfanyl-5-chloro-3-(2-methoxyethyl)quinazolin-4-one N[C@@H]1C2=CC(=CC=C2CC12CCN(CC2)C=2N=CC(=NC2)SC=2C(=C1C(N(C=NC1=CC2)CCOC)=O)Cl)OC